ClC1=C(C=CC(=C1)Cl)C=1CCCC2=C(C1C1=CC=C(C=C1)C1CC13CN(C3)CCCF)C=CC(=C2)C(=O)O 8-(2,4-dichlorophenyl)-9-(4-(5-(3-fluoropropyl)-5-azaspiro[2.3]hexan-1-yl)phenyl)-6,7-dihydro-5H-benzo[7]annulene-3-carboxylic acid